(S)-2,2-difluoro-2-(3-fluorophenyl)-1-phenylethyl ((S)-1-(((S)-1-hydroxy-3-((S)-2-oxopyrrolidin-3-yl)propan-2-yl)amino)-4-methyl-1-oxopentan-2-yl)carbamate OC[C@H](C[C@H]1C(NCC1)=O)NC([C@H](CC(C)C)NC(O[C@H](C(C1=CC(=CC=C1)F)(F)F)C1=CC=CC=C1)=O)=O